N5-(3-nitro-6-phenyl-2-pyridyl)pyridine-2,5-diamine [N+](=O)([O-])C=1C(=NC(=CC1)C1=CC=CC=C1)NC=1C=CC(=NC1)N